ETHYL 2-(2-(4-(2-(4-((TERT-BUTOXYCARBONYL)GLYCYL)PIPERAZIN-1-YL)ETHOXY)-2-CHLOROPHENYL)THIAZOL-4-YL)ACETATE C(C)(C)(C)OC(=O)NCC(=O)N1CCN(CC1)CCOC1=CC(=C(C=C1)C=1SC=C(N1)CC(=O)OCC)Cl